(S)-5-((2-methyl-1H-benzo[d]imidazol-5-yl)ethynyl)-7-(pyrrolidin-3-yl)-7H-pyrrolo[2,3-d]pyrimidin-4-amine CC1=NC2=C(N1)C=CC(=C2)C#CC2=CN(C=1N=CN=C(C12)N)[C@@H]1CNCC1